CC=1C=C(C=CC1C)C1CC(C1)N(C(=O)C1CC2(C1)NC(OC2)=O)C (2s,4s)-N-((1s,3s)-3-(3,4-dimethylphenyl)cyclobutyl)-N-methyl-6-oxo-7-oxa-5-azaspiro[3.4]octane-2-carboxamide